tert-Butyl N-[1-[(4-cyano-2-formyl-2,3-dihydro-1H-inden-5-yl)oxymethyl]cyclopropyl]carbamate C(#N)C1=C2CC(CC2=CC=C1OCC1(CC1)NC(OC(C)(C)C)=O)C=O